dibenzyl ((S)-3-(4-((2S,4S)-2-((difluoromethoxy)methyl)-4-(4-(trifluoromethyl)phenoxy)pyrrolidin-1-yl)benzoylamino)-3-(4-(ethylsulfonyl)phenyl)propyl) phosphate P(=O)(OCC1=CC=CC=C1)(OCC1=CC=CC=C1)OCC[C@@H](C1=CC=C(C=C1)S(=O)(=O)CC)NC(C1=CC=C(C=C1)N1[C@@H](C[C@@H](C1)OC1=CC=C(C=C1)C(F)(F)F)COC(F)F)=O